benzyl N-[(6-bromo-1-{[2-fluoro-6-(trifluoromethyl) phenyl] methyl}-3-(6-methoxypyridin-3-yl)-2,4-dioxothieno[2,3-d]pyrimidin-5-yl) methyl]-N-methylcarbamate BrC1=C(C2=C(N(C(N(C2=O)C=2C=NC(=CC2)OC)=O)CC2=C(C=CC=C2C(F)(F)F)F)S1)CN(C(OCC1=CC=CC=C1)=O)C